(-)-menthene C1(=CCC(CC1)C(C)C)C